CC1=CN=C(O1)C=1C=NC(=NC1)SC 5-methyl-2-(2-(methylthio)pyrimidin-5-yl)oxazole